N-[4-Chloro-5-[1-(cyclopropylmethyl)pyrazol-4-yl]-2-methylphenyl]pyrazolo[1,5-a]pyridine-3-carboxamide ClC1=CC(=C(C=C1C=1C=NN(C1)CC1CC1)NC(=O)C=1C=NN2C1C=CC=C2)C